5-chloro-4-(((1R,2R,4R)-2-(dimethylamino)-4-hydroxy-4-(3-(trifluoromethyl)phenyl)-cyclohexyl)amino)-2-fluoro-N-(pyrimidin-4-yl)benzenesulfonamide Formate C(=O)O.ClC=1C(=CC(=C(C1)S(=O)(=O)NC1=NC=NC=C1)F)N[C@H]1[C@@H](C[C@](CC1)(C1=CC(=CC=C1)C(F)(F)F)O)N(C)C